N-((1r,4r)-4-(3,3-Difluorocyclobutoxy)cyclohexyl)-8-fluoro-5,6-dihydrobenzo[f]imidazo[1,5-d][1,4]oxazepine-10-carboxamide FC1(CC(C1)OC1CCC(CC1)NC(=O)C=1C=C(C2=C(C=3N(CCO2)C=NC3)C1)F)F